methyl 4-(2-cyclopropyl-5-fluorophenyl)-2-(fluoromethyl)-5-oxo-1,4,5,7-tetrahydrofuro[3,4-b]pyridine-3-carboxylate C1(CC1)C1=C(C=C(C=C1)F)C1C2=C(NC(=C1C(=O)OC)CF)COC2=O